(hexamethylene-pentamethylene) carbonate C1(OCCCCCCCCCCCO1)=O